N1([C@@H](CCC1)C(=O)[O-])C(=O)OC(C)(C)C 1-(tert-butyl) (2S)-pyrrolidine-1,2-dicarboxylate